[Si](C)(C)(C(C)(C)C)O[C@@H]1[C@H](N(CCC1)C(=O)OC(C)(C)C)CCCNC1=C(C(=C(C=C1)Cl)Cl)[N+](=O)[O-] tert-butyl (2R,3S)-3-((tert-butyldimethylsilyl)oxy)-2-(3-((3,4-dichloro-2-nitro-phenyl)amino)propyl)piperidine-1-carboxylate